FC1CCN(CC1)C1=CC=C(C=C1)NC1=CC2=C(N(C(N2C)=O)C)C=C1 5-((4-(4-fluoropiperidin-1-yl)phenyl)amino)-1,3-dimethyl-1,3-dihydro-2H-benzo[d]imidazol-2-one